5-Bromouracilcarbonyl-sulfanilamide BrC1(C(NC(N=C1)=O)=O)C(=O)C1=C(S(=O)(=O)N)C=CC(=C1)N